(5-bromo-3-pyridyl)-[4-(2-tricyclo[9.4.0.03,8]pentadeca-1(11),3(8),4,6,9,12,14-heptaenyl)piperazin-1-yl]methanone BrC=1C=C(C=NC1)C(=O)N1CCN(CC1)C1C=2C=CC=CC2C=CC=2C=CC=CC12